maleimidobenzoyl-N-hydroxysuccinimide C1C(=O)N(C(=O)C1(C(=O)C2=CC=CC=C2)N3C(=O)C=CC3=O)O